FC(C(=O)O)(F)F.FC1(CNCCC1N1CCC(CC1)C=1C(=C2CN(C(C2=CC1)=O)C1C(NC(CC1)=O)=O)F)F 3-(5-{3',3'-difluoro-[1,4'-bipiperidin]-4-yl}-4-fluoro-1-oxo-3H-isoindol-2-yl)piperidine-2,6-dione trifluoroacetate